O1CCCC=C1C1=NOC(=N1)CC=1NC2=CC=C(C=C2C(N1)=O)Br 2-((3-(3,4-dihydro-2H-pyran-6-yl)-1,2,4-oxadiazol-5-yl)methyl)-6-bromoquinazolin-4(1H)-one